NC=1C2=C(N=CN1)N(C=C2C2=CC=C(CNC(C1=C(C=CC(=C1)F)OC)=O)C=C2)C2CCC(CC2)O N-(4-(4-amino-7-(4-hydroxycyclohexyl)-7H-pyrrolo[2,3-d]pyrimidin-5-yl)benzyl)-5-fluoro-2-methoxybenzamide